N-(6-(difluoromethoxy)-4-fluoro-1-(1-methylcyclobutyl)-1H-benzo[d]imidazol-2-yl)-4,4,4-trifluoro-3-hydroxy-3-phenylbutanamide FC(OC=1C=C(C2=C(N(C(=N2)NC(CC(C(F)(F)F)(C2=CC=CC=C2)O)=O)C2(CCC2)C)C1)F)F